IC12CC(C1)(C2)N(S(=O)(=O)C=2C=NC=CC2)C N-(3-iodobicyclo[1.1.1]pent-1-yl)-N-methylpyridine-3-sulfonamide